C(C)(C)(C)OC(=O)N1C[C@@H]2N(CC[C@@H]2[C@H]1C)C(=O)C=1OC(=CN1)C1=CC(=NC=C1)C#N (3aR,4R,6aR)-1-(5-(2-cyanopyridin-4-yl)oxazole-2-carbonyl)-4-methylhexahydropyrrolo-[3,4-b]pyrrole-5(1H)-carboxylic acid tert-butyl ester